FC(C(=O)O)(F)F.NCCOCCOCCOCCOC1=C(C=C(C=C1)B1OC(C(O1)(C)C)(C)C)C1=CC=C2C(=CN=NC2=C1)N 7-[2-[2-[2-[2-(2-aminoethoxy)ethoxy]ethoxy]ethoxy]-5-(4,4,5,5-tetramethyl-1,3,2-dioxaborolan-2-yl)phenyl]cinnolin-4-amine trifluoroacetic acid salt